[Li]CCCCCCCCCCCCCCCCCCCC[Li] 1,20-dilithioeicosane